FC(C(=O)O)(F)F.N1CC(C1)/C=C/C(=O)OCC ethyl (E)-3-(azetidin-3-yl)acrylate 2,2,2-trifluoroacetate